2-[acetyl-(2,6-difluoropyridin-4-yl)amino]-N-(2,2-dimethylcyclobutyl)-5-methylthiazol-4-carboxamide C(C)(=O)N(C=1SC(=C(N1)C(=O)NC1C(CC1)(C)C)C)C1=CC(=NC(=C1)F)F